5,7-dichloro-1-(1-methyl-1H-imidazol-2-yl)pyrido[4,3-d]pyrimidine-2,4(1H,3H)-dione ClC1=NC(=CC=2N(C(NC(C21)=O)=O)C=2N(C=CN2)C)Cl